4-((4-vinylbenzyl)oxy)-2,2,6,6-tetramethylpiperidine C(=C)C1=CC=C(COC2CC(NC(C2)(C)C)(C)C)C=C1